[Ca].FC1=CC(=CC=2N(C(=NC21)C)C(C)C)C2=NC(=NC=C2)N[C@H]2[C@@H](CN(CC2)S(=O)(=O)C)O (3r,4r)-4-({4-[4-fluoro-2-methyl-1-(propane-2-yl)-1H-benzoimidazol-6-yl]pyrimidin-2-yl}amino)-1-(methylsulfonyl)piperidin-3-ol Calcium